ClC=1N=C(SC1)C=O 4-chlorothiazole-2-carbaldehyde